FC(C=1C=NC(=NC1)N1CCC(CC1)=O)(F)F 1-(5-(Trifluoromethyl)pyrimidin-2-yl)piperidin-4-one